C1(CC1)C1=C(C(=NO1)C1=C(C=CC=C1Cl)Cl)COC1CN(CC1)C1=CC=C(C=C1)C1=NOC(N1)=O 3-(4-(3-((5-cyclopropyl-3-(2,6-dichlorophenyl)isoxazol-4-yl)methoxy)pyrrolidin-1-yl)phenyl)-1,2,4-oxadiazol-5(4H)-one